8-Bromo-3-methyl-4-oxo-3,4-dihydropyrido[4,3-d]pyrimidine 6-oxide BrC1=C[N+](=CC2=C1N=CN(C2=O)C)[O-]